(2s,4r,6r)-2,6-dimethyl-4-((3-(methylcarbamoyl)-7-(trifluoromethyl)thieno[3,2-b]pyridin-5-yl)oxy)piperidine-1-carboxylic acid tert-butyl ester C(C)(C)(C)OC(=O)N1[C@H](CC(C[C@H]1C)OC1=CC(=C2C(=N1)C(=CS2)C(NC)=O)C(F)(F)F)C